3-Bromo-4-[(5-tert-butyl-2-pyridyl)amino]-N-[(4-methoxyphenyl)methyl]-N-methyl-benzenesulfonamide BrC=1C=C(C=CC1NC1=NC=C(C=C1)C(C)(C)C)S(=O)(=O)N(C)CC1=CC=C(C=C1)OC